OC=1C=C(C=CC1O)/C=C/C(=O)C1=C(C=C(C=C1)OCCCN1CCOCC1)O (E)-3-(3,4-dihydroxyphenyl)-1-(2-hydroxy-4-(3-morpholinopropoxy)phenyl)prop-2-en-1-one